(R)-10-methyl-3-(1-methyl-5-vinyl-1H-1,2,3-triazol-4-yl)-9,10,11,12-tetrahydro-8H-[1,4]diazepino[5',6':4,5]thieno[3,2-f]quinolin-8-one C[C@H]1NC(C2=C(C=3C=4C=CC(=NC4C=CC3S2)C=2N=NN(C2C=C)C)NC1)=O